NC[C@H](CC(=O)O)C[C@@H](CCC)C (3S,5R)-3-(aminomethyl)-5-methyloctanoic acid